COC=1C=CC=C2C(C(N(C12)CCCC(F)(F)F)=O)=O 7-methoxy-1-(4,4,4-trifluorobutyl)indoline-2,3-dione